2-({4-[2-(4-chloro-2-fluorophenyl)-2-methyl-2H-1,3-benzodioxol-4-yl]piperidin-1-yl}methyl)-3-(2-methoxyethyl)-5-(1H-1,2,3,4-tetrazol-5-yl)pyridine ClC1=CC(=C(C=C1)C1(OC2=C(O1)C=CC=C2C2CCN(CC2)CC2=NC=C(C=C2CCOC)C2=NN=NN2)C)F